N,N'-Bis(2,2-dimethyl-3-oxopropyl)piperazin CC(CN1CCN(CC1)CC(C=O)(C)C)(C=O)C